OC[C@H]1N(C[C@@H]1C)C(=O)OC(C)(C)C tert-butyl (2S,3S)-2-(hydroxymethyl)-3-methylazetidine-1-carboxylate